FC(C(=O)[O-])(F)F.CC1([C@@H]2[C@H](NC3=[N+]1C=CC=N3)C3=C(OCC2)C=CC=C3)C (7aS,14aS)-8,8-dimethyl-6,7,7a,8,14,14a-hexahydrobenzo[2,3]oxepino[4,5-d]pyrimido[1,2-a]pyrimidin-9-ium 2,2,2-trifluoroacetate